FC1=C(C(=O)NCCCCCCNC(OC(C)(C)C)=O)C=C(C(=C1)[N+](=O)[O-])F tert-butyl (6-(2,5-difluoro-4-nitrobenzamido)hexyl)carbamate